3-(4-chlorophenyl)-8-((6-chloropyridin-3-yl)methyl)pyrido[2,3-d]pyrimidine-2,4(3H,8H)-dione ClC1=CC=C(C=C1)N1C(N=C2C(C1=O)=CC=CN2CC=2C=NC(=CC2)Cl)=O